C1(=CC=CC=C1)S(=O)(=O)O.NC1=CC=CC=C1 aniline benzenesulfonate salt